C(#N)C=1C=C2C(=CC=NC2=CC1)NC1=CC=C(C(=O)NC2=CC=C(C=C2)NC2=CC(=NC=C2)C)C=C1 4-((6-cyanoquinolin-4-yl)amino)-N-(4-((2-methylpyridin-4-yl)amino)phenyl)benzamide